6-methyl-4-{5-(methylsulfonyl)-2-[4-(methylsulfonyl)phenoxy]phenyl}-1,6-dihydro-7H-pyrrolo[2,3-c]pyridin-7-one CN1C(C2=C(C(=C1)C1=C(C=CC(=C1)S(=O)(=O)C)OC1=CC=C(C=C1)S(=O)(=O)C)C=CN2)=O